1-(4-methoxymethoxyphenyl)-7-(4-acetoxyphenyl)-3-hydroxy-4-ethoxycarbonyl-1,3-heptadien-5-one COCOC1=CC=C(C=C1)C=CC(=C(C(CCC1=CC=C(C=C1)OC(C)=O)=O)C(=O)OCC)O